3-(N-(4-chloro-5-cyano-2-(cyclopentyloxy)phenyl)sulfamoyl)-4-cyclopropylbenzoic acid ClC1=CC(=C(C=C1C#N)NS(=O)(=O)C=1C=C(C(=O)O)C=CC1C1CC1)OC1CCCC1